2-hydroxy-4-(2-hydroxy-4-(2-hydroxyethoxy)phenyl)-6-(2,4-dimethylphenyl)-s-triazine OC1=NC(=NC(=N1)C1=C(C=C(C=C1)OCCO)O)C1=C(C=C(C=C1)C)C